C(=O)(O)CN1CCN(CCCN(CCN(CCC1)CC(=O)O)CC(=O)ON1C(C(CC1=O)S(=O)(=O)O)=O)CC(=O)O [4,8-di-carboxymethyl-11-(2,5-dioxo-3-sulpho-pyrrolidin-1-yloxycarbonylmethyl)-1,4,8,11-tetraaza-cyclotetradecan-1-yl]-acetic acid